NC1=C(C=CC(=C1)N)C(C(F)(F)F)(C(F)(F)F)C1=CC=C(C=C1)N 2-(2,4-diaminophenyl)-2-(4-aminophenyl)hexafluoropropane